ClC=1C=C(C=NC1)CNC1=NC(=NC2=CC=C(C=C12)C=1C(=NOC1C)C)C(=O)NC1CN(C1)C (((5-Chloropyridin-3-yl)methyl)amino)-6-(3,5-dimethylisoxazol-4-yl)-N-(1-methylazetidin-3-yl)quinazoline-2-carboxamide